bis(1,3-dimethylindenyl)zirconium dichloride [Cl-].[Cl-].CC1C(=C(C2=CC=CC=C12)C)[Zr+2]C=1C(C2=CC=CC=C2C1C)C